3-(4-bromophenoxy)azetidine 2,2,2-trifluoroacetate FC(C(=O)O)(F)F.BrC1=CC=C(OC2CNC2)C=C1